C(C)OC(=O)C1=C(C2=C(CCC3=CN(N=C23)CC=2N=NC=CC2)O1)C 8-methyl-2-[(pyridazin-3-yl)methyl]-4,5-dihydro-2H-furo[2,3-g]indazole-7-carboxylic acid ethyl ester